C(CC=C)N(CCC(=O)O)C(=O)OC(C)(C)C 3-(But-3-en-1-yl-(t-butoxycarbonyl)amino)propionic acid